2-((5-bromo-2-cyclopropyl-7-methylpyrazolo[1,5-a]pyridin-3-yl)(methyl)amino)-4-(4-fluorophenyl)thiazole-5-carbonitrile BrC1=CC=2N(C(=C1)C)N=C(C2N(C=2SC(=C(N2)C2=CC=C(C=C2)F)C#N)C)C2CC2